C1(CC1)C=1C=C2C(C(N(C2=C(C1)F)C1C(N(CC1)CCCC(=O)OC(C)(C)C)=O)=O)(C)C tert-butyl 4-(3-(5-cyclopropyl-7-fluoro-3,3-dimethyl-2-oxoindolin-1-yl)-2-oxopyrrolidin-1-yl)butanoate